NC=1C2=C(N=C(N1)C)N(C=C2C2=C(C(=C(C=C2)NC(C(O)C2=CC(=CC(=C2)C(F)(F)F)F)=O)F)F)C N-(4-(4-amino-2,7-dimethyl-7H-pyrrolo[2,3-d]pyrimidin-5-yl)-2,3-difluorophenyl)-2-(3-fluoro-5-(trifluoromethyl)phenyl)-2-hydroxyacetamide